ClC1=NC=C(C(=C1)NC12CCC(CC1)(CC2)NC(OC(C)(C)C)=O)C(NC[C@H](C(C)(C)O)F)=O tert-butyl (R)-(4-((2-chloro-5-((2-fluoro-3-hydroxy-3-methylbutyl)carbamoyl)pyridin-4-yl)amino)bicyclo[2.2.2]octan-1-yl)carbamate